ClC1=NN(C(=C1)NC(=O)NC1=C(C=2N(N=C1)C=C(N2)Cl)C(C)C)C N-(3-chloro-1-methyl-1H-pyrazol-5-yl)-N'-(2-chloro-8-(propan-2-yl)imidazo[1,2-b]pyridazin-7-yl)urea